N-pentylpyrrolium triflate [O-]S(=O)(=O)C(F)(F)F.C(CCCC)[NH+]1C=CC=C1